Benzo[c]phenanthren C1=CC=CC=2C=CC=3C=CC=4C=CC=CC4C3C21